CC1=C(C=2CCCCC2C=C1C)C(=O)O 2,3-dimethyl-5,6,7,8-tetrahydro-1-naphthoic acid